NC([C@@](CO)(C)NC(=O)C1=C(OC2=C1C=C(C=C2)CC2=C(C=CC=C2)F)C)=O (S)-N-(1-amino-3-hydroxy-2-methyl-1-oxopropan-2-yl)-5-(2-fluorobenzyl)-2-methylbenzofuran-3-carboxamide